Dimethyl 2,6-dimethyl-4-styryl-1,4-dihydropyridine-3,5-dicarboxylate CC=1NC(=C(C(C1C(=O)OC)C=CC1=CC=CC=C1)C(=O)OC)C